(S)-2-((S)-isochroman-1-yl)piperidine [C@@H]1(OCCC2=CC=CC=C12)[C@H]1NCCCC1